P(O)(O)(=S)O[C@H]1[C@]([C@@H](O[C@@H]1CO)N1C=NC=2C(=O)NC(N)=NC12)(O)F 2'-fluoro guanosine-3'-phosphorothioate